4-amino-3-(3-chlorophenyl)butanoic acid NCC(CC(=O)O)C1=CC(=CC=C1)Cl